BrC1=CC(=C2C=NNC2=C1)N1CCN(CC1)C 6-bromo-4-(4-methylpiperazin-1-yl)-1H-indazole